ethyl 4-((6-cyclopropylimidazo[1,2-a]pyridin-2-yl)methoxy)-6-(4-(N-(hexyloxycarbonyl)carbamimidoyl)-2,6-dimethylbenzylamino)pyrimidine-2-carboxylate C1(CC1)C=1C=CC=2N(C1)C=C(N2)COC2=NC(=NC(=C2)NCC2=C(C=C(C=C2C)C(NC(=O)OCCCCCC)=N)C)C(=O)OCC